(4aR)-11-chloro-8-(4,6-diisopropylpyrimidin-5-yl)-10-(2-fluoro-6-methoxyphenyl)-6-methyl-2,3,4,4a,6,8-hexahydro-1H-pyrazino[1',2':4,5]pyrazino[2,3-c][1,8]naphthyridin-5,7-dione ClC1=CC=2C3=C(C(N(C2N=C1C1=C(C=CC=C1OC)F)C=1C(=NC=NC1C(C)C)C(C)C)=O)N(C([C@@H]1N3CCNC1)=O)C